COCC1(C2=CC=CC=C2C=2C(=CC=CC12)C(C)(C)C)COC 9,9-dimethoxymethyl-4-tert-butylfluorene